5-bromo-N-((1r,4r)-4-(3-chloro-4-cyanophenoxy)cyclohexyl)picolinamide BrC=1C=CC(=NC1)C(=O)NC1CCC(CC1)OC1=CC(=C(C=C1)C#N)Cl